FC(C1=NC(=NO1)C1=CC=C(C=C1)N1C=NC(=C1)CNC(C(C)C)=O)(F)F N-((1-(4-(5-(trifluoromethyl)-1,2,4-oxadiazol-3-yl)phenyl)-1H-imidazol-4-yl)methyl)isobutyramide